CC=1N=C(OC1)C=1C=NC(=NC1)SC 4-methyl-2-(2-(methylthio)pyrimidin-5-yl)oxazole